CC(C1=CC=CC=C1)O α-methyl-benzylalcohol